CC=1C=C(N)C=CC1OC1=CC2=C(C=N1)N(C=N2)C 3-methyl-4-((3-methyl-3H-imidazo[4,5-c]pyridin-6-yl)oxy)aniline